C1(CCCCC1)C#CC=1C=C2C(=NC1)N(C(=N2)N)CC2=CC(=C(C=C2)OCC=2C=NC(=CC2)OC)OC 6-(cyclohexylethynyl)-3-(3-methoxy-4-((6-methoxypyridin-3-yl)methoxy)benzyl)-3H-imidazo[4,5-b]pyridin-2-amine